N1=CC=C(C=C1)CC(=O)N Pyridin-4-ylacetamide